thiaAzole S1C=NC=C1